[Cl-].CN(C(C(=C)CC)=O)C N,N-dimethylethylacrylamide chloride